ClC=1C=C2C(=C3C1NC(NC31CCCCC1)=O)OC(=N2)CN[C@@H]2COCCC2 5-chloro-2-({[(3S)-oxan-3-yl]amino}methyl)-7,8-dihydro-6H-spiro[[1,3]oxazolo[5,4-f]quinazoline-9,1'-cyclohexan]-7-one